2-((1R,5S,6S)-3-(8,8-difluoro-2-(3-fluoro-2-methylazetidin-1-yl)-5,6,7,8-tetrahydroquinazolin-4-yl)-3-azabicyclo[3.1.0]Hex-6-yl)acetic acid methyl ester COC(CC1[C@@H]2CN(C[C@H]12)C1=NC(=NC=2C(CCCC12)(F)F)N1C(C(C1)F)C)=O